Fluoromethanone FC=O